FC1(C=2N(CC(CC1)CNC(=O)OC)N=C1C2CN(CC1)C(=O)OC(C)(C)C)F tert-Butyl 11,11-difluoro-8-(((methoxycarbonyl)amino)methyl)-3,4,8,9,10,11-hexahydro-1H-pyrido[4',3':3,4]pyrazolo[1,5-a]azepine-2(7H)-carboxylate